3-((4-(2-chlorophenoxy)piperidin-1-yl)carbonyl)-1,5,7-trimethyl-1,5-dihydro-4H-pyrrolo[3,2-c]pyridin-4-one ClC1=C(OC2CCN(CC2)C(=O)C2=CN(C3=C2C(N(C=C3C)C)=O)C)C=CC=C1